C(=O)C1=NC2=CC=C(C=C2C(=C1)C#N)C(=O)N1CCOCC1 2-formyl-6-(morpholine-4-carbonyl)quinoline-4-carbonitrile